4-{1-[N-methyl-5-(1H-indole-2-carbonyl)-4H,5H,6H,7H-[1,2]oxazolo[4,5-c]pyridine-3-amido]cyclopropyl}benzoic acid CN(C(=O)C1=NOC2=C1CN(CC2)C(=O)C=2NC1=CC=CC=C1C2)C2(CC2)C2=CC=C(C(=O)O)C=C2